(R)-N-((R)-1-(2,2-difluoro-[1,3]dioxolo[4,5-c]pyridin-6-yl)ethyl)-2-methylpropane-2-sulfinamide FC1(OC2=C(C=NC(=C2)[C@@H](C)N[S@](=O)C(C)(C)C)O1)F